3-[4-(1H-pyrazolo[3,4-b]pyridin-5-yloxy)phenyl]-1-{5-[2-(trifluoromethyl)-2-oxetanyl]-3-pyridinyl}-2,4-imidazolidinedione N1N=CC=2C1=NC=C(C2)OC2=CC=C(C=C2)N2C(N(CC2=O)C=2C=NC=C(C2)C2(OCC2)C(F)(F)F)=O